C1(CC1)C1=NN2C(C=CC=C2C)=C1C(=O)N1[C@H](C=2C(CC1)=C(N(N2)C)C2=CC(=C(C(=C2)F)F)F)C (2-cyclopropyl-7-methyl-pyrazolo[1,5-a]pyridin-3-yl)-[(7S)-2,7-dimethyl-3-(3,4,5-trifluorophenyl)-5,7-dihydro-4H-pyrazolo[3,4-c]pyridin-6-yl]methanone